(R)-2-methyl-4-(1-methyl-1H-1,2,3-triazol-4-yl)-N-(8-methylisoquinolin-1-yl)-N-(piperidin-3-yl)benzamide CC1=C(C(=O)N([C@H]2CNCCC2)C2=NC=CC3=CC=CC(=C23)C)C=CC(=C1)C=1N=NN(C1)C